ClC1=C(C=C(C=C1B1OC(C(O1)(C)C)(C)C)C(=O)C1=CC=CC=C1)F (4-Chloro-3-fluoro-5-(4,4,5,5-tetramethyl-1,3,2-dioxaborolan-2-yl)phenyl)(phenyl)methanone